2'-(benzofuran-5-yl)-3'-chloro-4-(trifluoromethyl)-[1,1'-biphenyl]-3-carboxylic acid O1C=CC2=C1C=CC(=C2)C2=C(C=CC=C2Cl)C2=CC(=C(C=C2)C(F)(F)F)C(=O)O